O[C@@H]1[C@H](CNC1)NC(=O)N1CCN(CC1)C(C1=C(C=C(C=C1)NC=1C=2N(C=CN1)C(=CN2)C=2C(=NNC2)C(F)(F)F)C)=O N-[(3S,4S)-4-hydroxypyrrolidin-3-yl]-4-[2-methyl-4-[[3-[3-(trifluoromethyl)-1H-pyrazol-4-yl]imidazo[1,2-a]pyrazin-8-yl]amino]benzoyl]piperazine-1-carboxamide